o-nitrobenzaldehyde bisulphite S(O)(O)=O.[N+](=O)([O-])C1=C(C=O)C=CC=C1